C(C#CC)N1CC(C1)C1=C2N(N=C1)C(=C(N2)C2=CC=C(C=C2)OC2=CC=CC=C2)C(=O)N 7-(1-(but-2-ynyl)azetidin-3-yl)-2-(4-phenoxyphenyl)-1H-imidazo[1,2-b]Pyrazole-3-carboxamide